1,4-dinitrooxybutane [N+](=O)([O-])OCCCCO[N+](=O)[O-]